ClC1=CC=C(C=N1)C1=C(N(C=2C=C3C=NN(C3=CC21)C(C(C)(C)C)=O)C2=CC=C(C=C2)F)C2CCOCC2 1-[7-(6-chloro-3-pyridyl)-5-(4-fluorophenyl)-6-tetrahydropyran-4-yl-pyrrolo[2,3-f]indazol-1-yl]-2,2-dimethyl-propan-1-one